COC=1C=NC=CC1C=1C=NC=2CCN(CC2C1)C=1C(=C(C=2N(N1)C(C=C(N2)C)=O)C)C 7-(3-(3-methoxypyridin-4-yl)-7,8-dihydro-1,6-naphthyridin-6(5H)-yl)-2,8,9-trimethyl-4H-pyrimido[1,2-b]pyridazin-4-one